2,2,2-Trifluoroethyl (2-((S)-1-(2,3-difluorobenzyl)-5-oxopyrrolidin-2-yl)acetyl)-L-valinate FC1=C(CN2[C@@H](CCC2=O)CC(=O)N[C@@H](C(C)C)C(=O)OCC(F)(F)F)C=CC=C1F